Cl.ClC=1C(=C(C=CC1)C1(CNCC1)NC1=CC=C2C=CN(C(C2=C1)=O)C)C 7-((3-(3-chloro-2-methylphenyl)pyrrolidin-3-yl)amino)-2-methylisoquinolin-1(2H)-one hydrochloride